stannous sulfide tin [Sn].[Sn]=S